(R)-1-(((6-chloro-3,5-difluoropyridin-2-yl)methyl)amino)butan-2-ol ClC1=C(C=C(C(=N1)CNC[C@@H](CC)O)F)F